methanesulfonic acid 2-cyano-7-ethyl-10,10-dimethyl-5-oxo-10,11-dihydro-5H-1,11-diaza-benzo[b]fluoren-8-yl ester C(#N)C=1C=CC=2C=3C(C4=C(C(C3NC2N1)(C)C)C=C(C(=C4)CC)OS(=O)(=O)C)=O